FC1=CC=C(OC2=CC(=NC=C2)C(=O)N[C@@H]2C(N(C3=C(OC2)C=CC(=N3)C#CC3(COC3)O)C)=O)C=C1 (S)-4-(4-fluorophenoxy)-N-(7-((3-hydroxyoxetan-3-yl)ethynyl)-5-methyl-4-oxo-2,3,4,5-tetrahydropyrido[3,2-b][1,4]oxazepin-3-yl)picolinamide